NC=1C2=C(N=CN1)N(C(=C2C2=CC=C(C=C2)OC2=NC(=C(C=C2)Cl)C)C2=CC=C(C=C2)NC(C(=C)C)=O)C N-(4-(4-amino-5-(4-((5-chloro-6-methylpyridin-2-yl)oxy)phenyl)-7-methyl-7H-pyrrolo[2,3-d]pyrimidin-6-yl)phenyl)methacrylamide